O=C1C=CNC=2N1N=CC2 7-oxo-4,7-dihydropyrazolo[1,5-a]pyrimidine